6-(4-(3-cyanophenoxy)piperidin-1-yl)-5-methyl-N-(pyridin-4-ylmethyl)pyridazine-3-carboxamide C(#N)C=1C=C(OC2CCN(CC2)C2=C(C=C(N=N2)C(=O)NCC2=CC=NC=C2)C)C=CC1